N-n-butyl-monoethanolamine C(CCC)NCCO